(R)-2-(4-isopropyl-2-oxoimidazolidin-1-yl)-2,3-dihydro-1H-indene-2-carboxylic acid methyl ester COC(=O)C1(CC2=CC=CC=C2C1)N1C(N[C@@H](C1)C(C)C)=O